N1C=2N(CC13CCN(CC3)C(=O)[O-])C=CC2 spiro[piperidine-4,2'-pyrrolo[1,2-a]imidazole]-1-carboxylate